C(C(C(=O)O)(C)C)(=O)O neopentanedioic acid